FC(C(=O)O)(F)F.ClC1=CC=C(CN2N=CC(=C2)C2=CC(=NC=C2)C=2NC(=C(N2)C(=O)O)C)C=C1 2-{4-[1-(4-chlorobenzyl)-1H-pyrazol-4-yl]pyridin-2-yl}-5-methyl-1H-imidazole-4-carboxylic acid trifluoroacetate salt